C1=CC=C(C=2OC=3C(=CC=CC3S(C12)(=O)=O)C(=O)O)C(=O)O 4,6-phenoxathiindicarboxylic acid 10,10-dioxide